methoxy-4-phenyl-5H-pyrido[3,2-b]indole COC=1C=C(C=2NC=3C=CC=CC3C2N1)C1=CC=CC=C1